OCCCCCCN1C(N(C(N(C1=O)CCCCCCO)=O)CCCCCCO)=O 1,3,5-tri(6-hydroxyhexyl)-1,3,5-triazine-2,4,6-trione